FC1=C(C=CC=C1C[C@H]1N(CC2(CC2)[C@H]1NS(=O)(=O)C)C(=O)[C@@H]1OCC1)C1=CC=CC=C1 N-((6R,7R)-6-((2-fluoro-[1,1'-biphenyl]-3-yl)methyl)-5-((R)-oxetane-2-carbonyl)-5-azaspiro[2.4]heptan-7-yl)methanesulfonamide